6-chloro-3-[furo[3,2-b]pyridin-2-yl(hydroxy)methylene]-5-[4-(3-hydroxypyrrolidin-1-yl)phenyl]indolin-2-one ClC1=C(C=C2C(C(NC2=C1)=O)=C(O)C1=CC2=NC=CC=C2O1)C1=CC=C(C=C1)N1CC(CC1)O